C(#C)[C@@H]1CN(CC1)C(=O)C1=CC(=C(N)C=C1)OC 4-[(3R)-3-ethynylpyrrolidine-1-carbonyl]-2-methoxyaniline